4-chlorophenyl (2S,5R)-3,3-difluoro-5-[(5R)-5-methyl-1,1-dioxo-1λ6,2-thiazolidin-2-yl](2-2H1)piperidine-1-carboxylate FC1([C@@H](N(C[C@@H](C1)N1S([C@@H](CC1)C)(=O)=O)C(=O)OC1=CC=C(C=C1)Cl)[2H])F